OC(=O)C(F)(F)F.O1N[C@@H](CC1)C=1C=C(SC1)C#N 4-[(3S)-Isoxazolidin-3-yl]thiophene-2-carbonitrile TFA salt